1,2,4-cyclopentanetricarboxylic chloride C1(C(CC(C1)C(=O)Cl)C(=O)Cl)C(=O)Cl